bis(trifluoromethyl) allyl phosphate P(=O)(OC(F)(F)F)(OC(F)(F)F)OCC=C